(2-(4-fluorophenyl)-2-(2,4,6-trimethoxyphenyl)ethyl)(phenyl)selenane FC1=CC=C(C=C1)C(CC1([Se]CCCC1)C1=CC=CC=C1)C1=C(C=C(C=C1OC)OC)OC